2-(4-methylbenzyl)-2-(dimethylamino)-1-(4-morpholinophenyl)-1-butanone CC1=CC=C(CC(C(=O)C2=CC=C(C=C2)N2CCOCC2)(CC)N(C)C)C=C1